N-phenyl-tetrahydropyrrole C1(=CC=CC=C1)N1CCCC1